N-(6-methylpyridin-2-yl)-2-(trifluoromethyl)benzamide CC1=CC=CC(=N1)NC(C1=C(C=CC=C1)C(F)(F)F)=O